2,2,4-trimethyl-4-(3-methyl-4-oxo-3-aza-2-oxabut-4-yl)-1,3-oxazolidine-3-carboxylate CC1(OCC(N1C(=O)[O-])(C(N(OC)C)=O)C)C